(2Z,4E,6E,8E)-3,7-dimethyl-N-phenyl-9-(2,6,6-trimethyl-3-(thiazol-5-yl)cyclohex-1-en-1-yl)nona-2,4,6,8-tetraenamide C/C(=C/C(=O)NC1=CC=CC=C1)/C=C/C=C(/C=C/C1=C(C(CCC1(C)C)C1=CN=CS1)C)\C